N[C@@H]1[C@@H]([C@H]2CO[C@@H]([C@H]1O)O2)C (1S,2S,3R,4S,5R)-3-amino-2-methyl-6,8-dioxabicyclo[3.2.1]octan-4-ol